C1(=CC=CC=C1)C=1N=CC(=NC1)CN1C(C(NC=C1)=O)=O 4-((5-phenylpyrazin-2-yl)methyl)-1,4-dihydropyrazine-2,3-dione